CO[Si](CCCCCCC(C1=NNC(=N1)N)C1=NNC(=N1)N)(OC)OC 1-[6-(trimethoxysilyl)hexyl]-3,3'-methylenebis(5-amino-1,2,4-triazole)